OC=1C=C(OC(C(=O)O)(C)C)C=CC1CN1CCN(CC1)CC1=CC=C(C=C1)C(F)(F)F 2-(3-Hydroxy-4-((4-(4-(trifluoromethyl)benzyl)piperazin-1-yl)methyl)phenoxy)-2-methylpropanoic acid